C(C)(C)(C)OC(=O)N1C[C@@]2(CCN3N=C(C=C32)C=3C=NC(=C(C3)OCC=3N=NC=CC3)N)CC1 tert-butyl-(3S)-2'-{6-amino-5-[(pyridazin-3-yl)methoxy]pyridin-3-yl}-5',6'-dihydrospiro[pyrrolidine-3,4'-pyrrolo[1,2-b]pyrazole]-1-carboxylate